O=C1NC(CC[C@H]1NC1=CC(=C(C=C1)[C@@H]1[C@H](CN(CC1)CC(=O)OC(C)(C)C)OC)F)=O tert-butyl 2-[(3R,4R)-4-[4-[[(3R)-2,6-dioxo-3-piperidyl]amino]-2-fluoro-phenyl]-3-methoxy-1-piperidyl]acetate